N-(1,3-benzodioxol-4-ylmethyl)-N-[[2-(4-methyl-1-piperidyl)-4-pyridyl]methyl]ethanamine O1COC2=C1C=CC=C2CN(CC)CC2=CC(=NC=C2)N2CCC(CC2)C